N[C@@H](C(C)C)C(=O)N (2S,6S,9S,12S)-L-Valinamide